COCC1=C(C(=C(C(=C1F)F)CO)F)F [4-(methoxymethyl)-2,3,5,6-tetrafluorophenyl]methanol